The molecule is a heterodetic cyclic peptide that is chloropeptin II in which the indole moiety is oxidised to the corresponding 2-oxindole. It is a HIV-1 integrase inhibitor isolated from Streptomyces. It has a role as a metabolite and a HIV-1 integrase inhibitor. It is an organochlorine compound, a member of indoles, a heterodetic cyclic peptide, a cyclic ether and a polyphenol. CN1[C@@H](CC2=CC=C(C=C2)OC3=CC4=CC(=C3O)C5=CC6=C(C=C5)C(C[C@H](C(=O)N[C@@H](C(=O)N[C@H]4C(=O)N[C@@H](C1=O)C7=CC(=C(C(=C7)Cl)O)Cl)C8=CC(=C(C(=C8)Cl)O)Cl)NC(=O)C(=O)C9=CC(=C(C(=C9)Cl)O)Cl)C(=O)N6)C(=O)N[C@H](C1=CC=C(C=C1)O)C(=O)O